C1(CCCCC1)CNC1=NC2=C(C=CC=C2C(=N1)N[C@H](C)C1CC1)C=1CCN(CC1)C (R)-N2-(cyclohexylmethyl)-N4-(1-cyclopropylethyl)-8-(1-methyl-1,2,3,6-tetrahydropyridin-4-yl)quinazoline-2,4-diamine